2-[2-[2-[2-[2-[2-[2-[2-[3-oxo-3-(2,3,5,6-tetrafluorophenoxy)propoxy]ethoxy]ethoxy]ethoxy]ethoxy]ethoxy]ethoxy]ethoxy[ethoxy]ethoxy]propanoic acid O=C(CCOCCOCCOCCOCCOCCOCCOCCOC(COC(C(=O)O)C)OCC)OC1=C(C(=CC(=C1F)F)F)F